C(=C)O[C@H]1[C@H](CN(CC1)C(=O)OC(C)(C)C)F tert-butyl (3S,4R)-4-(ethenyloxy)-3-fluoropiperidine-1-carboxylate